4-chlorothieno[2,3-d]pyrimidine-2-carboxylate ClC=1C2=C(N=C(N1)C(=O)[O-])SC=C2